C1(=CC=CC=C1)C(C)(C)C1=NN=C(O1)C=O (5-(2-phenylpropan-2-yl)-1,3,4-oxadiazol-2-yl)methanone